(S,E)-isopropyl 7-(1-(2-(bicyclo[2.1.1]hexan-1-ylamino)-2-oxoethyl)-2-oxo-1,2-dihydropyridin-3-ylamino)-7-oxo-6-(2H-1,2,3-triazole-4-carboxamido)hept-2-enoate C12(CCC(C1)C2)NC(CN2C(C(=CC=C2)NC([C@H](CC/C=C/C(=O)OC(C)C)NC(=O)C2=NNN=C2)=O)=O)=O